N-methyl-2-(tetrahydro-2H-pyran-4-yl)-6-(6-(trifluoromethyl)picolinamido)imidazo[1,2-a]pyridine-7-carboxamide CNC(=O)C1=CC=2N(C=C1NC(C1=NC(=CC=C1)C(F)(F)F)=O)C=C(N2)C2CCOCC2